O=C1NC(CCC1N1C(N(C2=C1C=CC(=C2)CCCCCCCCCCCCNC(=O)C=2C=NN1C2N=C(C=C1)N1[C@H](CCC1)C1=C(C=CC(=C1)F)F)C)=O)=O |r| N-[12-[1-(2,6-dioxo-3-piperidyl)-3-methyl-2-oxo-benzimidazol-5-yl]dodecyl]-5-[rac-(2R)-2-(2,5-difluorophenyl)pyrrolidin-1-yl]pyrazolo[1,5-a]pyrimidine-3-carboxamide